OC1CCC(CC1)C(=O)OC1CN(C1)C=1N=C(C2=C(N1)CC[S+]2[O-])N(C2CCOCC2)C [1-[4-[methyl(tetrahydropyran-4-yl)amino]-5-oxido-6,7-dihydro-thieno[3,2-d]pyrimidin-5-ium-2-yl]azetidin-3-yl] 4-hydroxycyclohexanecarboxylate